O=C1NC=CC2=C1N=NC(=C2)NC(=O)C2CC2 N-(8-oxo-7,8-dihydropyrido[3,4-c]pyridazine-3-yl)cyclopropanecarboxamide